ClCC(=O)N1C2=C(OC[C@@H]1COC)N=CC(=C2)CC2=CC=C(C=C2)F (S)-2-chloro-1-(7-(4-fluorobenzyl)-2-(methoxymethyl)-2,3-dihydro-1H-pyrido[2,3-b][1,4]oxazin-1-yl)ethan-1-one